CALCIUM HYPOPHOSPHIT [PH2](=O)[O-].[Ca+2].[PH2](=O)[O-]